tert-butyl (R)-3-((4-decylphenyl)carbamoyl)pyrrolidine-1-carboxylate C(CCCCCCCCC)C1=CC=C(C=C1)NC(=O)[C@H]1CN(CC1)C(=O)OC(C)(C)C